(S)-4-(1-hydroxyethyl)piperidine-1-carboxylic acid tert-butyl ester C(C)(C)(C)OC(=O)N1CCC(CC1)[C@H](C)O